tetracyano-1,4-benzoquinone C(#N)C1=C(C(C(=C(C1=O)C#N)C#N)=O)C#N